tris(dimethylamino)(t-pentylimino)tantalum CN(C)[Ta](=NC(C)(C)CC)(N(C)C)N(C)C